C(C)OC=1C=C(C=O)C=C(C1)C=1C=NC=C(C1)O 3-Ethoxy-5-(5-hydroxypyridin-3-yl)benzaldehyde